C(C)N(C(C1=C(C=CC(=C1)F)OC=1C(=NC=NC1)N1CC=2CNCC2C1)=O)C(C)C N-ethyl-5-fluoro-N-isopropyl-2-((4-(3,4,5,6-tetrahydropyrrolo[3,4-c]pyrrol-2(1H)-yl)pyrimidin-5-yl)oxy)benzamide